FC(C=1C=CC(=NC1N1N=C(C=C1C)C(F)F)N1C=NC2=C1C=C(C(=C2)NC=2N=NC(=C(C2)C2CN(C2)C)C)OC)F 1-[5-(difluoromethyl)-6-[3-(difluoromethyl)-5-methyl-pyrazol-1-yl]-2-pyridyl]-6-methoxy-N-[6-methyl-5-(1-methylazetidin-3-yl)pyridazin-3-yl]benzimidazol-5-amine